N-(3-(3-(4-(trifluoromethyl)phenyl)-1H-indazol-1-yl)cyclopentyl)-acrylamide FC(C1=CC=C(C=C1)C1=NN(C2=CC=CC=C12)C1CC(CC1)NC(C=C)=O)(F)F